2-({[3-(8-{[(3S,4R)-3-fluoro-1-methylpiperidin-4-yl]amino}-3-[(trifluoromethyl)sulfanyl]indolizin-2-yl)-1,2,4-oxadiazol-5-yl]methyl}amino)-N-methylpyrimidine-5-carboxamide F[C@H]1CN(CC[C@H]1NC1=CC=CN2C(=C(C=C12)C1=NOC(=N1)CNC1=NC=C(C=N1)C(=O)NC)SC(F)(F)F)C